1-(2,6-dichlorophenyl)-4-((5-(5-methyl-1H-1,2,3-triazol-1-yl)pyridin-2-yl)amino)-1H-pyrazole-3-carboxamide ClC1=C(C(=CC=C1)Cl)N1N=C(C(=C1)NC1=NC=C(C=C1)N1N=NC=C1C)C(=O)N